CC(CS)(CC)S 2-methylbutane-1,2-dithiol